6-(4-fluoro-1,2-dimethyl-1H-benzo[d]imidazol-5-yl)-8-(4-fluoropiperidine-1-carbonyl)-2,3-dimethoxy-1,6-naphthyridin-5(6H)-one FC1=C(C=CC=2N(C(=NC21)C)C)N2C(C=1C=C(C(=NC1C(=C2)C(=O)N2CCC(CC2)F)OC)OC)=O